C(N)(OC1=CC=C(C=C1)CNCC#C)=O (4-((prop-2-yn-1-ylamino) methyl) phenyl) carbamate